tert-butyl (S)-(1-(2-chloro-5-(1-(tetrahydro-2H-pyran-4-yl)-1H-pyrazol-4-yl)pyridin-4-yl)piperidin-3-yl)carbamate ClC1=NC=C(C(=C1)N1C[C@H](CCC1)NC(OC(C)(C)C)=O)C=1C=NN(C1)C1CCOCC1